NCCOCCOCCC(=O)N[C@H](C(=O)N[C@@H](C)C(NC1=CC=C(C=C1)CO)=O)C(C)C (2S)-2-{3-[2-(2-aminoethoxy)ethoxy]propanamido}-N-[(1S)-1-{[4-(hydroxymethyl)phenyl]carbamoyl}ethyl]-3-methylbutanamide